C(C)(=O)OCCCCCCCC\C=C\CCC (E)-9-Tridecenyl acetate